CC1=NN(C(=C1)C)C1=NC=C(C#N)C(=C1)NC1=CC2=C(N(C(N2CCC(C)(C)O)=O)C)C=C1 6-(3,5-dimethyl-1H-pyrazol-1-yl)-4-((3-(3-hydroxy-3-methylbutyl)-1-methyl-2-oxo-2,3-dihydro-1H-benzo[d]imidazol-5-yl)amino)nicotinonitrile